2-((4-(2-(4-chlorophenoxy)acetyl)piperazin-1-yl)methyl)-3-(4-fluoro-2-isopropoxy-5-(trifluoromethyl)phenyl)quinazolin-4(3H)-one ClC1=CC=C(OCC(=O)N2CCN(CC2)CC2=NC3=CC=CC=C3C(N2C2=C(C=C(C(=C2)C(F)(F)F)F)OC(C)C)=O)C=C1